C1(CCC1)N(CCN1N=CC2=C(C=C(C=C12)C(=O)N)C1=NC(=NN1)C1=CC(=NN1CC)C)C 1-{2-[cyclobutyl(methyl)amino]ethyl}-4-[3-(1-ethyl-3-methyl-1H-pyrazol-5-yl)-1H-1,2,4-triazol-5-yl]-1H-indazole-6-carboxamide